[Cs].N1=C(C=CC=C1)C1=C(C=CC(=C1)C1=NC2=C3N=CC=CC3=CC=C2C=C1)O 2-(pyridin-2-yl)-4-(1,10-phenanthroline-2-yl)phenol cesium